C(C1=CC=CC=C1)OC=1C=C(C=NC1Cl)C(=O)OC methyl 5-(benzyloxy)-6-chloropyridine-3-carboxylate